ClC1=CC2=C(C(=N1)COC(NC)=O)CNC2=O ((6-Chloro-1-oxo-2,3-dihydro-1H-pyrrolo[3,4-c]pyridin-4-yl)methyl)(methyl)carbamate